pyranium [O+]1=CC=CC=C1